ClC1=NC=2N(C(=C1)NCC1=C(C=C(C=C1)C1=CC=CC=C1)F)N=CC2C#N 5-chloro-7-(((3-fluoro-[1,1'-biphenyl]-4-yl)methyl)amino)pyrazolo[1,5-a]pyrimidine-3-carbonitrile